C(#N)C(C)(C)C1=CN(C=2C1=NC=CC2)C(=O)OC(C)(C)C tert-Butyl 3-(2-cyanopropan-2-yl)-1H-pyrrolo[3,2-b]pyridine-1-carboxylate